5,7-dihydroxy-2-(4-hydroxyphenyl)chroman-4-one OC1=C2C(CC(OC2=CC(=C1)O)C1=CC=C(C=C1)O)=O